tert-Butyl 3-(2-cyanothiophen-3-yl)-2-phenyl-1H-indole-1-carboxylate C(#N)C=1SC=CC1C1=C(N(C2=CC=CC=C12)C(=O)OC(C)(C)C)C1=CC=CC=C1